N-Cyclopentyl-2-(4-(dimethylamino)phenyl)oxazole-4-carboxamide C1(CCCC1)NC(=O)C=1N=C(OC1)C1=CC=C(C=C1)N(C)C